2-amino-N-((1R)-1-(5-fluoro-2-pyrimidinyl)ethyl)-3-methyl-N-((5-(trifluoromethyl)-2-pyridinyl)methyl)-6-quinolinecarboxamide NC1=NC2=CC=C(C=C2C=C1C)C(=O)N(CC1=NC=C(C=C1)C(F)(F)F)[C@H](C)C1=NC=C(C=N1)F